1-(4-(3-chloro-4-fluorophenoxy)-3-(6-methyl-7-oxo-6,7-dihydro-1H-pyrrolo[2,3-c]pyridin-4-yl)phenyl)pyrrolidine-2,5-dione ClC=1C=C(OC2=C(C=C(C=C2)N2C(CCC2=O)=O)C=2C3=C(C(N(C2)C)=O)NC=C3)C=CC1F